Natrium Dihydroxyethylglycinate OC(CNCC(=O)[O-])O.[Na+]